N1C(=NC=C1)C1=CC=C(C=N1)B(O)O 6-(1H-IMIDAZOL-2-YL)PYRIDIN-3-YLBORONIC ACID